FC=1C(=NC=C(C1)F)C(F)(F)F 3,5-Difluoro-2-(trifluoromethyl)-pyridine